NCC=1C=C(C=CC1)[C@@H](NC(=O)C1NCC(C1)F)C1=NC(=C(C=C1)C(C)C)F N-((R)-(3-(aminomethyl)phenyl)(6-fluoro-5-isopropylpyridin-2-yl)methyl)-4-fluoropyrrolidine-2-carboxamide